ClC=1C=C(C=CC1)C1=CC=CC=2N1N=CC2C(=O)N2CCCCC2 (7-(3-chlorophenyl)pyrazolo[1,5-a]pyridin-3-yl)(piperidin-1-yl)methanone